NC1=NC=NN2C1=C(C=C2C=2C=CC(=C(C(=O)N[C@@H]1CN(C[C@@H]1F)C(C(CC)(C(F)(F)F)O)=O)C2)C)CN2CCC(CC2)(F)F 5-{4-amino-5-[(4,4-difluoropiperidin-1-yl)methyl]pyrrolo[2,1-f][1,2,4]triazin-7-yl}-N-[(3R,4S)-4-fluoro-1-[2-hydroxy-2-(trifluoromethyl)butanoyl]pyrrolidin-3-yl]-2-methylbenzamide